N4-(piperidin-4-yl)-N2-[1-(propan-2-yl)-1H-pyrazolo[4,3-c]pyridin-6-yl]-6-(pyrrolidin-1-yl)pyrimidine-2,4-diamine N1CCC(CC1)NC1=NC(=NC(=C1)N1CCCC1)NC1=CC2=C(C=N1)C=NN2C(C)C